O.O.O.O.CC1(N(CCNC1)C(=O)N)C.CC1(N(CCNC1)C(=O)N)C bis(2',2'-dimethylpiperazinamide) tetrahydrate